O=C1NCCC2=CC=C(C=C12)C1=NN=C(O1)C=1C=CC(=C(C#N)C1)NC(C)C 5-[5-(1-oxo-1,2,3,4-tetrahydroisoquinolin-7-yl)-1,3,4-oxadiazol-2-yl]-2-[(propan-2-yl)amino]benzonitrile